N1(CCCC1)C(=O)[C@H]1CCCC=2N1C(N(N2)CC=2C=NC(=CC2)OCC(F)(F)F)=O |r| (5RS)-5-(Pyrrolidin-1-ylcarbonyl)-2-{[6-(2,2,2-trifluoroethoxy)pyridin-3-yl]methyl}-5,6,7,8-tetrahydro[1,2,4]triazolo[4,3-a]pyridin-3(2H)-one